(tetrahydro-2H-pyran-2-yl)-1H-pyrazole-4-carboxylic acid O1C(CCCC1)N1N=CC(=C1)C(=O)O